[Ir].C1(=CC=CC=C1)C1=NC=CC=C1.C1(=CC=CC=C1)C1=NC=CC=C1.C1(=CC=CC=C1)C1=NC=CC=C1 tris(phenylpyridine) Iridium